FC(C1=CC=C(C=C1)/C=C/C(=O)C1=CC=C(C=C1)S(=O)(=O)NCCC(=O)O)(F)F 3-[[4-[(E)-3-[4-(Trifluoromethyl)phenyl]prop-2-enoyl]phenyl]sulfonylamino]propanoic acid